(3R,3aS)-7-[4-[4-(4-aminocyclohexoxy)-6-chloro-2-pyridyl]piperazin-1-yl]sulfonyl-3-(hydroxymethyl)-3a,4-dihydro-3H-oxazolo[4,3-c][1,4]benzoxazin-1-one NC1CCC(CC1)OC1=CC(=NC(=C1)Cl)N1CCN(CC1)S(=O)(=O)C1=CC2=C(N3[C@@H](CO2)[C@@H](OC3=O)CO)C=C1